BrC=1C(=C(C=CC1)NC(CC)=O)C=O N-(3-bromo-2-formylphenyl)propanamide